ClC1=CC=C(C=C1)C(CC(O)C1=CC=C(C=C1)Cl)O 1,3-bis(4-chlorophenyl)-1,3-propanediol